6-[1-(1-Cyano-4-piperidyl)-5-methyl-pyrazol-4-yl]-4-[1-(5-fluoro-2-pyridyl)-2-hydroxy-ethoxy]pyrazolo[1,5-a]pyridine-3-carbonitrile C(#N)N1CCC(CC1)N1N=CC(=C1C)C=1C=C(C=2N(C1)N=CC2C#N)OC(CO)C2=NC=C(C=C2)F